N-[2-(4,4-difluorocyclohexyl)-4-(2-fluorophenyl)-3-pyridyl]-2-isopropyl-pyrimidine-5-carboxamide FC1(CCC(CC1)C1=NC=CC(=C1NC(=O)C=1C=NC(=NC1)C(C)C)C1=C(C=CC=C1)F)F